3-((4-methyl-3-(((R)-1-(3-(5-(pyrrolidin-1-ylmethyl)thiophen-2-yl)phenyl)ethyl) carbamoyl)phenyl) amino)azetidine-1-carboxylate CC1=C(C=C(C=C1)NC1CN(C1)C(=O)[O-])C(N[C@H](C)C1=CC(=CC=C1)C=1SC(=CC1)CN1CCCC1)=O